1,3-Disilapropane [SiH3]C[SiH3]